2-bromo-4-(difluoromethoxy)benzaldehyde BrC1=C(C=O)C=CC(=C1)OC(F)F